(S or R)-2-(4,4-difluoro-3-methylpiperidin-1-yl)-N-(2-sulfamoylpyridin-4-yl)-6-(trifluoromethyl)nicotinamide FC1([C@H](CN(CC1)C1=C(C(=O)NC2=CC(=NC=C2)S(N)(=O)=O)C=CC(=N1)C(F)(F)F)C)F |o1:2|